S1C(=C(C=C1)C(=O)[O-])C=1SC=CC1C=1SC=CC1 terthiopheneAt